P(=O)(F)(F)F.[Na].S(=O)(=O)(O)N=C=O sulfoisocyanate sodium trifluoro-phosphate